4-(5-bromo-1-tosyl-1H-pyrrolo[2,3-b]pyridin-3-yl)phenol BrC=1C=C2C(=NC1)N(C=C2C2=CC=C(C=C2)O)S(=O)(=O)C2=CC=C(C)C=C2